1-(4-((E)-2-(6-((E)-(2-oxo-4-phenylpyrrolidin-3-ylidene)methyl)-1H-indazol-3-yl)vinyl)benzyl)piperidine-4-carbonitrile trifluoroacetate FC(C(=O)O)(F)F.O=C\1NCC(/C1=C\C1=CC=C2C(=NNC2=C1)/C=C/C1=CC=C(CN2CCC(CC2)C#N)C=C1)C1=CC=CC=C1